CC(CC1=NC2=CC=CC=C2C=C1)C 2-(2-METHYLPROPYL)-QUINOLINE